ethyl 5-(3-chloropropyl)-2-[methyl-[5-methyl-6-[(Z)-[3-(2-trimethylsilylethoxymethyl)-1,3-benzothiazol-2-ylidene]amino]pyridazin-3-yl]amino]thiazole-4-carboxylate ClCCCC1=C(N=C(S1)N(C=1N=NC(=C(C1)C)\N=C\1/SC2=C(N1COCC[Si](C)(C)C)C=CC=C2)C)C(=O)OCC